O1[C@@H](CC1)CN1C=NC2=C1C=CC(=C2)C(=O)O 1-{[(2S)-oxetan-2-yl]Methyl}-1H-1,3-benzodiazole-5-carboxylic acid